4-Pyridinepropionic acid N1=CC=C(C=C1)CCC(=O)O